C1=CC=CC=2C(C3=C(CCC21)C=CC=C3)=CCCN(C([2H])([2H])[2H])C 3-(10,11-dihydro-5H-dibenzo[a,d]cycloheptene-5-ylidene)-N-methyl-N-(methyl-d3)-1-propanamine